CC1=C(C=C(C=C1)NC(C1=CC(=CC=C1)C(F)(F)F)=O)C1=CC2=C(N=C(N=C2)NCCN2CCOCC2)C(N1C)=O N-(4-methyl-3-(7-methyl-2-((2-morpholinoethyl)amino)-8-oxo-7,8-dihydropyrido[3,4-d]pyrimidin-6-yl)phenyl)-3-(trifluoromethyl)benzamide